(2,4-dihydroxy-5-isopropylbenzoyl)isoindoline OC1=C(C(=O)C2NCC3=CC=CC=C23)C=C(C(=C1)O)C(C)C